C(C)OC(CC(CCCCCCC)=O)=O 3-oxo-decanoic acid ethyl ester